C1(CC(=O)OC(C(C)O1)C)=O methylpropylene malonate